O[C@@H]1[C@H](O[C@H]([C@@H]1O)N1C2=NC=NC(=C2N=C1)NC(C)C)COCP(O)(O)=O [(2R,3S,4R,5R)-3,4-dihydroxy-5-[6-(iso-propylamino)purin-9-yl]tetrahydrofuran-2-yl]methoxymethyl-phosphonic acid